methyl 4-(2-(benzyloxy) ethoxy)-2-hydroxybenzoate C(C1=CC=CC=C1)OCCOC1=CC(=C(C(=O)OC)C=C1)O